ClC1=C(C=C(C=C1)C(CCCN(C([C@H]([C@H]([C@@H]([C@H](CO)O)O)O)O)=O)C1CCS(CC1)(=O)=O)C)COC1(CC1)C=1C=NC=CC1C1=C(C=CC=C1)OC1CC1 (2S,3S,4R,5S)-N-{4-[4-chloro-3-({1-[4-(2-cyclopropoxyphenyl)pyridin-3-yl]cyclopropoxy}methyl)phenyl]pentyl}-N-(1,1-dioxo-1λ6-thian-4-yl)-2,3,4,5,6-pentahydroxyhexanamide